(2s,3s,4r,5r)-5-((benzoyloxy) methyl)-4-fluorotetrahydrofuran-2,3-diacetate C(C1=CC=CC=C1)(=O)OC[C@@H]1[C@@H]([C@H]([C@@H](O1)CC(=O)[O-])CC(=O)[O-])F